N-[2-cyano-4-fluoro-3-(3-methyl-4-oxo-quinazolin-6-yl)phenyl]pyrrolidine-1-sulfonamide C(#N)C1=C(C=CC(=C1C=1C=C2C(N(C=NC2=CC1)C)=O)F)NS(=O)(=O)N1CCCC1